ClC1=NC=C(C(=N1)C1=CNC2=C(C(=CC=C12)OC)OC)C(F)(F)F 3-(2-chloro-5-(trifluoromethyl)pyrimidin-4-yl)-6,7-dimethoxy-1H-indole